3-chloro-4-trifluoromethyl-aniline ClC=1C=C(N)C=CC1C(F)(F)F